C(CCCCCCCCCCCCCC)OCCOCCOCCOCCO tetraethylene glycol mono-pentadecyl ether